O=C1NC(CCC1N1C(C2=CC=C(C=C2C1)NS(=O)(=O)C1=CC(=CC=C1)C(F)(F)F)=O)=O N-(2-(2,6-dioxopiperidin-3-yl)-1-oxoisoindolin-5-yl)-3-(trifluoromethyl)benzenesulfonamide